2-(((2s,4s,6s)-6-aminospiro[3.3]heptan-2-yl)oxy)nicotinamide NC1CC2(CC(C2)OC2=C(C(=O)N)C=CC=N2)C1